CC1=NNC=C1[C@@H]1C[C@H](CN(C1)C1=NC(=NC=C1)C1=CN=C2N1C=C(N=C2)C(F)(F)F)O (3R,5S)-5-(3-methyl-1H-pyrazol-4-yl)-1-(2-(6-(trifluoromethyl)imidazo[1,2-a]pyrazin-3-yl)pyrimidin-4-yl)piperidin-3-ol